C1(CC1)C1=CC=2N(C=C1)N=CC2C(=O)NC=2C=C(C=C(C2C)F)C2=NOC(=N2)C2CN(C2)C(=O)OC methyl 3-(3-(3-(5-cyclopropylpyrazolo[1,5-a]pyridine-3-carboxamido)-5-fluoro-4-methylphenyl)-1,2,4-oxadiazol-5-yl)azetidine-1-carboxylate